CN1C[C@@H](CCC1)SC1=C2C(=C(N=N1)C1=C(C=C(C=C1)N1N=CC=N1)O)C=NC=C2 (R)-2-(1-((1-methylpiperidin-3-yl)thio)pyrido[3,4-d]pyridazin-4-yl)-5-(2H-1,2,3-triazol-2-yl)phenol